1-(2-(4-isobutylphenyl)-1H-benzo[d]imidazol-5-yl)-3-(5-methoxy-2,2-dimethyl-2H-chromen-6-yl)urea C(C(C)C)C1=CC=C(C=C1)C1=NC2=C(N1)C=CC(=C2)NC(=O)NC=2C(=C1C=CC(OC1=CC2)(C)C)OC